2-(5-(2-(3-Fluoroazetidin-1-yl)ethyl)-4-methyl-2-oxopyridin-1(2H)-yl)-4-methylpentanoic acid FC1CN(C1)CCC=1C(=CC(N(C1)C(C(=O)O)CC(C)C)=O)C